geraniol oxide CC1(C)C(CC\C(\C)=C\CO)O1